tert-butyl-7-(5-(2-bromo-4,6-difluorophenoxy) pyrimidin-4-yl)-2,7-diazaspiro[4.4]nonane-2-carboxylate C(C)(C)(C)OC(=O)N1CC2(CC1)CN(CC2)C2=NC=NC=C2OC2=C(C=C(C=C2F)F)Br